ethyl (3-(benzyloxy)-5-(1-isobutyl-1H-pyrazol-4-yl)-4-methylpicolinoyl)glycinate C(C1=CC=CC=C1)OC=1C(=NC=C(C1C)C=1C=NN(C1)CC(C)C)C(=O)NCC(=O)OCC